N-(1,1-dioxido-3-oxo-2,3-dihydrobenzo[d]isothiazol-4-yl)-3-fluoro-5-(trifluoromethyl)benzamide O=S1(NC(C2=C1C=CC=C2NC(C2=CC(=CC(=C2)C(F)(F)F)F)=O)=O)=O